ClCC=1C=CC=2N(N1)C=C(N2)[C@H](C2CCC(CC2)C)NC(OCC2=CC=CC=C2)=O benzyl ((S)-(6-(chloromethyl)imidazo[1,2-b]pyridazin-2-yl)((1r,4S)-4-methylcyclohexyl)methyl)carbamate